4-(4-(cyanomethyl)phenyl)-1-ethylpyridine C(#N)CC1=CC=C(C=C1)C1=CCN(C=C1)CC